4-Phenylbutyrylglutamine C1(=CC=CC=C1)CCCC(=O)N[C@@H](CCC(N)=O)C(=O)O